NC1=C(C=C(OCCCS(=O)(=O)O)C=C1)CCCC 3-(4-amino-3-butylphenoxy)propane-1-sulfonic acid